(4-amino-1-(1-(6-chloro-1-(pyridin-3-yl)-1H-indazol-3-yl)ethyl)-1H-pyrazolo[3,4-d]pyrimidin-3-yl)-N-methylbenzamide NC1=C2C(=NC=N1)N(N=C2C2=C(C(=O)NC)C=CC=C2)C(C)C2=NN(C1=CC(=CC=C21)Cl)C=2C=NC=CC2